(S)-3-(4-fluoro-2',4',5,6'-tetramethyl-[1,1'-biphenyl]-3-yl)-3-((S)-2-(5-(2-(3-fluoro-3-methylazetidin-1-yl)ethyl)-4-methyl-2-oxopyrimidin-1(2H)-yl)-4-methylpentanamido)propionic acid FC1=C(C=C(C=C1C)C1=C(C=C(C=C1C)C)C)[C@H](CC(=O)O)NC([C@H](CC(C)C)N1C(N=C(C(=C1)CCN1CC(C1)(C)F)C)=O)=O